C1(=CC=CC=C1)[OH+]C1=CC=CC=C1.B(OC1=C(C(=C(C(=C1F)F)F)F)F)([O-])[O-].C1(=CC=CC=C1)[OH+]C1=CC=CC=C1 (pentafluorophenyl) borate diphenyl-oxonium salt